FC=1C=C(CNC2=NC(=NC=C2C(=O)N)NC=2C=NN(C2)C)C=C(C1)F 4-[(3,5-difluorobenzyl)amino]-2-[(1-methyl-1H-pyrazol-4-yl)amino]pyrimidin-5-carboxamide